C(OCC)(OCC)OCC orthoformic acid, Triethyl ester